C(CCC)C1=NC(=C(C(=C1C=1C=C(C(=O)NC(C)C)C=CC1)O)C(=O)N1CC(CC1)C1=NC=C(C=C1F)F)O 3-{2-butyl-5-[3-(3,5-difluoropyridin-2-yl)pyrrolidine-1-carbonyl]-4,6-dihydroxypyridin-3-yl}-N-(propan-2-yl)benzamide